C(CCCCCCCC)OC(CCCCCCC(C)OC(C)=O)OCCCCCCCCC 9,9-dinonyloxy-2-acetyloxynonane